N-(6-((2,5-dichloropyrimidin-4-yl)amino)-2,3-dimethylphenyl)-N-methylmethanesulfonamide ClC1=NC=C(C(=N1)NC1=CC=C(C(=C1N(S(=O)(=O)C)C)C)C)Cl